S1(SCCC1)(=O)=O 1,2-dithiolane-1,1-dioxide